C(C=C)C(C(=O)OCC(CCCC)CC)(C(=O)OCC(CCCC)CC)CCC di(2-ethylhexyl) 2-allyl-2-propyl-malonate